C(C)OC=1C=CC(=NC1)C=1N(C(=NN1)C1CC(C1)NC(=O)C=1C=CC=C2C=CC=NC12)C=1SC(=CC1)C N-((1r,3r)-3-(5-(5-ethoxypyridin-2-yl)-4-(5-methylthiophene-2-yl)-4H-1,2,4-triazol-3-yl)cyclobutyl)quinoline-8-carboxamide